CN1N=CC(=C1)C1=CC=2C3=C(N=CC2C=C1)NC=C3C3CCNCC3 8-(1-methyl-1H-pyrazol-4-yl)-1-(piperidin-4-yl)-3H-pyrrolo[2,3-c]isoquinoline